9-[2-[5-[(3-methyloxetan-3-yl)methoxy]benzimidazol-1-yl]-8-quinolyl]-4-oxa-1,9-diazaspiro[5.5]undecane CC1(COC1)COC1=CC2=C(N(C=N2)C2=NC3=C(C=CC=C3C=C2)N2CCC3(COCCN3)CC2)C=C1